5-((4-(2,6-Dimethylmorpholino)phenyl)amino)-3-methylbenzo[d]oxazol-2(3H)-one CC1OC(CN(C1)C1=CC=C(C=C1)NC=1C=CC2=C(N(C(O2)=O)C)C1)C